ClC1=NC=C(C(=O)N)C(=C1)NCC1=CC(=C(C=C1)O)OC 6-chloro-4-((4-hydroxy-3-methoxybenzyl)amino)nicotinamide